C(C)(C)(C)OC(=O)N(C1=C(C=CC=C1)N1N=CC=C1C(=O)O)C=1C=NC2=CC=CC=C2C1 1-{2-[(tert-butoxycarbonyl)(quinolin-3-yl)amino]phenyl}-1H-pyrazole-5-carboxylic acid